bis(tetramethyl-isopropylcyclopentadienyl)zinc CC1=C(C(=C(C1(C(C)C)[Zn]C1(C(=C(C(=C1C)C)C)C)C(C)C)C)C)C